3-[3-(2H-benzotriazol-2-yl)-5-(1,1-dimethylethyl)-4-hydroxyphenyl]propionic acid pentyl ester C(CCCC)OC(CCC1=CC(=C(C(=C1)C(C)(C)C)O)N1N=C2C(=N1)C=CC=C2)=O